[Br-].NCCP(C1=CC=CC=C1)(C1=CC=CC=C1)C1=CC=CC=C1 2-aminoethyl-(triphenyl)phosphine bromide